2-chloro-6-(1-fluoro-1-methyl-ethyl)pyrazine ClC1=NC(=CN=C1)C(C)(C)F